COC=1C(=CC2=CC=CC=C2C1)C(=O)N1CC2(C1)C=C(C(C(C2)(C)C)=O)C#N 2-(3-methoxynaphthalene-2-carbonyl)-8,8-dimethyl-7-oxo-2-azaspiro[3.5]non-5-ene-6-carbonitrile